(R)-N-(3,3-difluoro-1-(oxetan-3-yl)piperidin-4-yl)-4-methoxy-5-(2-methyl-1-(2,2,2-trifluoroethyl)-1H-benzo[d]imidazol-6-yl)pyrrolo[2,1-f][1,2,4]triazin-2-amine FC1(CN(CC[C@H]1NC1=NN2C(C(=N1)OC)=C(C=C2)C=2C=CC1=C(N(C(=N1)C)CC(F)(F)F)C2)C2COC2)F